ClCC(=O)NC(NCC=1OC=CC1)=O 2-chloro-N-(2-furylmethyl-carbamoyl)acetamide